CN1N=NC2=C1C=C(C=C2)C2=CNC1=NC(=CC=C12)NC1=CC(=CC=C1)N1CCN(CC1)C 3-(1-methyl-1H-benzo[d][1,2,3]triazol-6-yl)-N-(3-(4-methylpiperazin-1-yl)phenyl)-1H-pyrrolo[2,3-b]pyridin-6-amine